1-(1-aminoisoquinolin-7-yl)-3-(trifluoromethyl)-1H-pyrazole-5-carboxylic acid NC1=NC=CC2=CC=C(C=C12)N1N=C(C=C1C(=O)O)C(F)(F)F